C(CC)(=O)OC(CC)=O Propionyl propionate